B(O)(O)OC=1C(O)=CC=CC1 catechol-Borate